[N+](=O)([O-])[O-].[N+](=O)([O-])C=1C=C(C=CC1)[I+]C1=CC(=CC=C1)[N+](=O)[O-] bis(3-nitrophenyl)iodonium nitrate